FC(CN1C=NC2=C1C=C(C=C2F)C=2C=CN1N=C(N=C(C12)OC)N[C@@H]1[C@H](CN(CC1)C1(COC1)[2H])F)F 5-(1-(2,2-difluoroethyl)-4-fluoro-1H-benzo[d]imidazol-6-yl)-N-((3S,4S)-3-fluoro-1-(oxetan-3-yl-3-d)piperidin-4-yl)-4-methoxypyrrolo[2,1-f][1,2,4]triazin-2-amine